Tert-butyl (2-((1-hydroxypropan-2-yl)amino)ethyl)(methyl)carbamate OCC(C)NCCN(C(OC(C)(C)C)=O)C